BrC1=C(C(=CC=C1)OC1=CC=CC=C1)Br 1,2-dibromo-3-phenoxybenzene